1-benzyl-3,4-diphenylpyrrolidine C(C1=CC=CC=C1)N1CC(C(C1)C1=CC=CC=C1)C1=CC=CC=C1